1-tosyl-1H-Pyrrolo[2,3-b]Pyridine-4-carboxylic acid ethyl ester C(C)OC(=O)C=1C2=C(N=CC1)N(C=C2)S(=O)(=O)C2=CC=C(C)C=C2